O1CCC(CC1)N1N=CC(=C1)C=1C=NC=2C=CN3C(C2C1)=NC=C3C(=O)N 9-(1-(Tetrahydro-2H-pyran-4-yl)-1H-pyrazol-4-yl)imidazo[2,1-f][1,6]naphthyridine-3-carboxamide